BrC1=C(NC2=NSC=3C2=NC=CN3)C=CC=C1C1=CC=CC=C1 3-(2-bromo-3-phenylanilino)isothiazolo[4,5-b]pyrazine